[1-(3-bromo-2-fluoro-phenyl)ethyl]cyclopropanamine BrC=1C(=C(C=CC1)C(C)C1(CC1)N)F